(S)-7-(6-(3-(2-oxa-7-azaspiro[3.5]non-7-yl)propoxy)pyridin-3-yl)-2,10-Dimethyl-9,10-dihydro-8-oxa-2,4,10a-triazanaphtho[2,1,8-cde]azulene-1(2H)-one C1OCC12CCN(CC2)CCCOC2=CC=C(C=N2)C2=CC=C1N=CC=3N(C(N4[C@H](COC2=C1C34)C)=O)C